B(O)(O)O.N1C(=NC=C1)C(=O)OC1=CC=C(C=C1)CC(O)(C)C(C)(C)O 4-imidazolecarbonyloxy-phenyl-pinacol borate